tert-Butyl (4S)-2,2-dimethyl-4-[3-(3-sulfamoylphenoxy)propyl]pyrrolidine-1-carboxylate CC1(N(C[C@H](C1)CCCOC1=CC(=CC=C1)S(N)(=O)=O)C(=O)OC(C)(C)C)C